FC1=CC=C(CN2C(C(CC2)NC(C(=O)C2=CNC3=CC=C(C=C23)O)=O)=O)C=C1 N-(1-(4-fluorobenzyl)-2-oxopyrrolidin-3-yl)-2-(5-hydroxy-1H-indol-3-yl)-2-oxoacetamide